1-(3-aminopyrrolidin-1-yl)ethan-1-one NC1CN(CC1)C(C)=O